NC1=C2CN(C(C2=CC=C1)=O)C1CN(CCC1)CCCCCNC 3-(4-amino-1-oxoisoindolin-2-yl)-1-(5-(methylamino)pentyl)piperidine